2-(3'-sec-butyl-5'-tert-butyl-2'-hydroxyphenyl)benzotriazole 3-benzyl-2-tert-butyl-octane-2,3-dicarboxylate C(C1=CC=CC=C1)C(C(C)(C(=O)O)C(C)(C)C)(CCCCC)C(=O)O.C(C)(CC)C=1C(=C(C=C(C1)C(C)(C)C)N1N=C2C(=N1)C=CC=C2)O